C1N(CCC12CNCC2)C=2C=CC=1C(C3=CC=CC(=C3OC1C2)F)=O 3-(2,7-diazaspiro[4.4]nonan-2-yl)-5-fluoro-xanthen-9-one